2,2'-Bichavicol C=CCC1=CC(=C(C=C1)O)C2=C(C=CC(=C2)CC=C)O